3-methoxy-4-(prop-2-ynylamino)benzoic acid COC=1C=C(C(=O)O)C=CC1NCC#C